(2S,3R,4R,5S,6R)-2-(4-chloro-3-(4-(2-cyclopropoxyethoxy)benzyl)phenyl)-6-(hydroxymethyl)tetrahydro-2H-pyran ClC1=C(C=C(C=C1)[C@H]1O[C@H](CCC1)CO)CC1=CC=C(C=C1)OCCOC1CC1